ClC1=C(C=CC(=C1)OC1=CC=C(C=C1)Cl)[C@@]1(OC[C@@H](O1)C)CN1N=CN=C1 1-({(2S,4S)-2-[2-Chloro-4-(4-chlorophenoxy)-phenyl]-4-methyl-1,3-dioxolan-2-yl}methyl)-1H-1,2,4-triazole